COC(=O)N[C@H](C(=O)N1[C@H](CN(CC1)C(=O)OC(C)(C)C)C)C(C)C tert-butyl (3S)-4-[(2S)-2-(methoxycarbonyl amino)-3-methyl-butanoyl]-3-methyl-piperazine-1-carboxylate